(2S)-2-amino-N-[3-(2,6-difluorobenzoyl)-4,6,7,8-tetrahydrothieno[3,2-c]oxepin-2-yl]propanamide N[C@H](C(=O)NC1=C(C=2COCCCC2S1)C(C1=C(C=CC=C1F)F)=O)C